2-(hydroxy(3-trifluoromethyl-phenyl)methyl)acrylic acid methyl ester COC(C(=C)C(C1=CC(=CC=C1)C(F)(F)F)O)=O